(R)-2-(1-methylpiperidin-2-yl)-1-((2-(trimethylsilyl)ethoxy)methyl)-1H-pyrrolo[3,2-c]pyridin-6-amine CN1[C@H](CCCC1)C1=CC=2C=NC(=CC2N1COCC[Si](C)(C)C)N